Cl.NC1CCN(CC1)C1=C2C=CC(NC2=NC=C1)=O 5-(4-Aminopiperidin-1-yl)-1,8-naphthyridin-2(1H)-one hydrochloride